NC1=NC(=C(C2=C1N=C(N2)COCC)SC=2C=CC(=NC2)NCCN(C)C)C N-[5-[[4-amino-2-(ethoxymethyl)-6-methyl-1H-imidazo[4,5-c]pyridin-7-yl]sulfanyl]-2-pyridyl]-N',N'-dimethyl-ethane-1,2-diamine